(S,E)-methyl 6-(benzo[b]thiophene-3-carboxamido)-7-(1-(2-(2-adamantylamino)-2-oxoethyl)-2-oxo-1,2-dihydropyridin-3-ylamino)-7-oxohept-2-enoate S1C2=C(C(=C1)C(=O)N[C@@H](CC/C=C/C(=O)OC)C(=O)NC=1C(N(C=CC1)CC(=O)NC1C3CC4CC(CC1C4)C3)=O)C=CC=C2